FC=1C(=C(OC2=CC3=C(N(C(N3)=O)C)C=C2)C=CC1NC=1C2=C(N=CN1)C=NC(=N2)N2CC=1N(CC2)C(=NN1)C=C)C 5-(3-fluoro-2-methyl-4-((6-(3-vinyl-5,6-dihydro-[1,2,4]triazolo[4,3-a]pyrazin-7(8H)-yl)pyrimido[5,4-d]pyrimidin-4-yl)amino)phenoxy)-1-methyl-1,3-dihydro-2H-benzo[d]imidazol-2-one